methylene-bis-(2,6-di-tert-butylphenol) C(C=1C(=C(C(=CC1)C(C)(C)C)O)C(C)(C)C)C=1C(=C(C(=CC1)C(C)(C)C)O)C(C)(C)C